1-(4-(1-(2-cyano-6-methylphenyl)azetidin-3-yl)-2,6-dimethylbenzyl)piperidine-4-carboxylic acid, formate salt C(=O)O.C(#N)C1=C(C(=CC=C1)C)N1CC(C1)C1=CC(=C(CN2CCC(CC2)C(=O)O)C(=C1)C)C